FC=1C(=CC=C2C=CNC12)C1=CC=CC(=N1)C(=O)O.N(=[N+]=[N-])C1=C(C=CC=C1)C#CC(C1=C(C=CC=C1)C)NS(=O)(=O)C N-(3-(2-azidophenyl)-1-(o-tolyl)prop-2-yn-1-yl)methanesulfonamide 6-(7-fluoro-1H-indol-6-yl)pyridine-2-carboxylate